C(C(C)C)C1CC(CC(C1)C)OC(C=C(C)C)=O.FC(C(=O)N([C@@H]1C[C@H](C1)OC1=C2C=NNC2=CC(=C1)C1=CC=C(C=C1)O)CCO)=C trans-2-fluoro-N-(2-hydroxyethyl)-N-[3-[(6-(4-hydroxyphenyl)-1H-indazol-4-yl)oxy]cyclobutyl]prop-2-enamide 3-isobutyl-5-methylcyclohexyl-3-methylbut-2-enoate